N-(3-(2-chloro-5-fluorophenyl)-1-oxo-6-(2,2,2-trifluoro-1-hydroxyethyl)isoindolin-4-yl)-3-fluoro-5-(trifluoromethyl)benzamide ClC1=C(C=C(C=C1)F)C1NC(C2=CC(=CC(=C12)NC(C1=CC(=CC(=C1)C(F)(F)F)F)=O)C(C(F)(F)F)O)=O